1-methyl-2-((1-methyl-5-(trifluoromethoxy)-1H-benzo[d]imidazol-2-yl)amino)-1H-benzo[d]-imidazole-5-carboxylic acid CN1C(=NC2=C1C=CC(=C2)C(=O)O)NC2=NC1=C(N2C)C=CC(=C1)OC(F)(F)F